ClCC(=O)NCCNC1=NC2=CC(=C(C=C2C(=N1)NC1CCN(CC1)C1CCCCC1)OC)OC 2-chloro-N-(2-((4-((1-cyclohexylpiperidin-4-yl)amino)-6,7-dimethoxyquinazolin-2-yl)amino)ethyl)acetamide